Tert-butyl 2-(2-chlorophenyl)-3-methyl-6,7-dihydro-4H-imidazo[4,5-c]pyridine-5-carboxylate ClC1=C(C=CC=C1)C1=NC2=C(CN(CC2)C(=O)OC(C)(C)C)N1C